C(C)(C)(C)OC(=O)N1CCN(CC1)C1=C(C=C(C=C1)N)F 4-(4-amino-2-fluoro-phenyl)piperazine-1-carboxylic acid tert-butyl ester